C(C)(C)(C)OC(C[C@H](C(=O)O)NC(=O)OC(C)(C)C)=O (R)-4-(tert-butoxy)-2-((tert-butoxycarbonyl)amino)-4-oxobutanoic acid